C[Si](O[Si](CCCCCCCC[Si](Cl)(Cl)Cl)(O[Si](C)(C)C)O[Si](C)(C)C)(C)C 1-tris(trimethylsiloxy)silyl-8-trichlorosilyloctane